4-Propylpiperidine C(CC)C1CCNCC1